FC1=C(OC2=NC=NC3=CC(=C(C=C23)NC(CC)=O)OC)C=CC(=C1)NC(=O)NCCC1=NC=CC=C1 N-(4-(2-fluoro-4-(3-(2-(pyridin-2-yl)ethyl)ureido)phenoxy)-7-methoxyquinazolin-6-yl)propanamide